N-[(2S)-1-(4-{[5-(1,2-oxazol-5-yl)thiophen-2-yl]sulfonyl}piperazin-1-yl)propan-2-yl]-8-(trifluoromethyl)quinazolin-4-amine O1N=CC=C1C1=CC=C(S1)S(=O)(=O)N1CCN(CC1)C[C@H](C)NC1=NC=NC2=C(C=CC=C12)C(F)(F)F